CN1C=CC2=C1C(N(N=C2)CC(=O)N[C@@H](C)C2=CC=C(C=C2)C([2H])([2H])[2H])=O (S)-2-(1-Methyl-7-oxo-1,7-dihydro-6H-pyrrolo[2,3-d]pyridazin-6-yl)-N-(1-(4-(methyl-d3)-phenyl)ethyl)acetamid